S1C=C(C=C1)CC=1C=NN(C1)C1=C(C(=O)N)C=CN=C1 3-(4-(thiophen-3-ylmethyl)-1H-pyrazol-1-yl)isonicotinamide